4-(5-methyl-1H-indol-1-yl)-1,3-dioxolan-2-one CC=1C=C2C=CN(C2=CC1)C1OC(OC1)=O